CC=1C=C2C=NN(C2=CC1C1C[C@@H]2[C@@H](CN(C2)C2CS(CCC2)(=O)=O)C1)C=1C=NN(C1)C (rac)-3-((3aR,5s,6aS)-5-(5-methyl-1-(1-methyl-1H-pyrazol-4-yl)-1H-indazol-6-yl)hexahydrocyclopenta[c]pyrrol-2(1H)-yl)tetrahydro-2H-thiopyran 1,1-dioxide